N-(2-(2,6-dioxopiperidin-3-yl)-1,3-dioxoisoindol-5-yl)cyclopropane-1-carboxamide O=C1NC(CCC1N1C(C2=CC=C(C=C2C1=O)NC(=O)C1CC1)=O)=O